C(C)(C)(C)[Si](CC(C)C)(C(C)(C)C)OS(=O)(=O)C(F)(F)F di-t-butylisobutylsilyltrifluoromethanesulfonate